5-cyano-N-(3,5-difluoro-4-(3-oxoisoindolin-5-yl)phenyl)-2-(methylsulfonyl)benzamide C(#N)C=1C=CC(=C(C(=O)NC2=CC(=C(C(=C2)F)C=2C=C3C(NCC3=CC2)=O)F)C1)S(=O)(=O)C